(3-fluoro-4-methoxyphenyl)-1-methyl-3-(3,4,5-trimethoxyphenyl)aziridine FC=1C=C(C=CC1OC)C1N(C1C1=CC(=C(C(=C1)OC)OC)OC)C